1-(3''-(4-(tert-butyl)piperazin-1-yl)-3-chloro-5',5''-difluoro-2'-hydroxy-[1,1':3',1''-terphenyl]-4-yl)-3-methyl-1H-imidazol-2(3H)-one C(C)(C)(C)N1CCN(CC1)C=1C=C(C=C(C1)F)C=1C(=C(C=C(C1)F)C1=CC(=C(C=C1)N1C(N(C=C1)C)=O)Cl)O